2-methyl-3-oxopyrrolidine-1,2-dicarboxylic acid 1-(tert-butyl) ester 2-methyl ester COC(=O)C1(N(CCC1=O)C(=O)OC(C)(C)C)C